NC1=NC(=CC=C1F)N 2,6-diamino-3-fluoropyridine